FC1(CC(CC1)CN1N=C(C(=C1C(=O)O)C)C(C)(F)F)F 1-((3,3-difluorocyclopentyl)methyl)-3-(1,1-difluoroethyl)-4-methyl-1H-pyrazole-5-carboxylic acid